ClC1=CC(=CC=2CN(C(COC21)COC)C(=O)OC(C)(C)C)N2C=CC1=CC(=CC=C21)F tert-butyl 9-chloro-7-(5-fluoroindol-1-yl)-3-(methoxymethyl)-3,5-dihydro-2H-1,4-benzoxazepine-4-carboxylate